N-(4-methoxypyridin-2-yl)-4-phenylpiperazine-1-carboxamide COC1=CC(=NC=C1)NC(=O)N1CCN(CC1)C1=CC=CC=C1